2,2-dioxido-2-thia-7-azaspiro[3.5]nonan O=S1(CC2(C1)CCNCC2)=O